OC1=C(C=CC=C1)C=1C=C2N3CCN(C[C@H]3CNC2=NN1)C1=NC=CC(=N1)C1CCN(CC1)C1CC2(C1)CC(C2)C(=O)OC methyl 2-[4-[2-[(10R)-4-(2-hydroxyphenyl)-1,5,6,8,12-pentazatricyclo[8.4.0.02,7]tetradeca-2,4,6-trien-12-yl]pyrimidin-4-yl]-1-piperidyl]spiro[3.3]heptane-6-carboxylate